N-(2-methyl-4-(4-(trifluoromethyl)piperidin-1-yl)phenyl)isoindolin-5-amine CC1=C(C=CC(=C1)N1CCC(CC1)C(F)(F)F)NC=1C=C2CNCC2=CC1